CN1N=NC(=C1NC(OCC1=CC(=CC=C1)Cl)=O)C1=NC(=C(C=C1)NS(=O)(=O)C)C 3-chlorobenzyl (1-methyl-4-(6-methyl-5-(methylsulfonamido) pyridin-2-yl)-1H-1,2,3-triazol-5-yl)carbamate